CC=1N(C=C(C1SC)C1=CC=C(C=C1)C(F)(F)F)C1=C(C=CC=C1)C 2-methyl-3-(methylthio)-1-tolyl-4-(4-(trifluoromethyl)phenyl)-1H-pyrrole